FC1=CC(=C2CN(C(C2=C1)=O)C1C(NC(CC1)=O)=O)N1CCN(CC1)CCCCCCCCCC1=NC=2N(C(=C1)N1CCN(CC1)CCO)N=C(C2C2=CC=CC=C2)C 3-(6-fluoro-4-(4-(9-(7-(4-(2-hydroxyethyl)piperazin-1-yl)-2-methyl-3-phenyl-pyrazolo[1,5-a]pyrimidin-5-yl)nonyl)piperazin-1-yl)-1-oxoisoindolin-2-yl)piperidine-2,6-dione